N1N=CC(=C1)CNC(=O)NC1=CC=C(C=C1)S(=O)(=O)C1=CC=C(C=C1)C(F)(F)F 1-((1H-Pyrazol-4-yl)methyl)-3-(4-((4-(trifluoromethyl)phenyl)sulfonyl)phenyl)urea